ClC=1CN(C(=CC1OCC1=NC=C(C=C1F)F)C)C1=CC(=NC=C1C)N1N=C(C=C1)C(C)(C)O 3-chloro-4-((3,5-difluoropyridin-2-yl)methoxy)-2'-(3-(2-Hydroxypropan-2-yl)-1H-pyrazol-1-yl)-5',6-dimethyl-2H-[1,4'-bipyridine]